hydroxy-γ-keto-L-isoleucine ethyl ester C(C)OC([C@@H](NO)[C@@H](C)C(C)=O)=O